C1(CC1)N(C(=O)C1CN(CCC1)C=1C=C(OC(C(=O)OC(C)(C)C)(C)C)C=CC1)CC1=CC=C(C=C1)C=1SC=CC1 tert-Butyl 2-(3-(3-(cyclopropyl(4-(thiophen-2-yl)benzyl)carbamoyl)piperidin-1-yl)phenoxy)-2-methylpropanoate